(3Z)-6,6-dibutoxy-3-hexen-1-ol C(CCC)OC(C\C=C/CCO)OCCCC